3-(5-((4-(4'-chloro-5,5-dimethyl-3,4,5,6-tetrahydro-[1,1'-biphenyl]-2-carbonyl)piperazin-1-yl)amino)-1-oxoisoindolin-2-yl)piperidine-2,6-dione ClC1=CC=C(C=C1)C1=C(CCC(C1)(C)C)C(=O)N1CCN(CC1)NC=1C=C2CN(C(C2=CC1)=O)C1C(NC(CC1)=O)=O